3,3-dimethyl-7-oxo-6-(2-phenylacetamido)-4-thia-1-azabicyclo-[3.2.0]heptane-2-carboxylat CC1(C(N2C(C(C2S1)NC(CC1=CC=CC=C1)=O)=O)C(=O)[O-])C